4-bromo-2,6-difluoro-3-methylbenzaldehyde BrC1=C(C(=C(C=O)C(=C1)F)F)C